N1(CCCCC1)C[C@H]1OC(=NOC1)C1(CCNCC1)CC=1C=NC=CC1 |r| rac-5-(Piperidin-1-ylmethyl)-3-(4-(pyridin-3-ylmethyl)piperidin-4-yl)-5,6-dihydro-1,4,2-dioxazine